1-(5-fluoro-4-(4-(methoxymethyl)phenyl)pyrimidin-2-yl)-N-(4-methyl-1-azabicyclo[3.2.2]non-4-yl)piperidine-4-carboxamide FC=1C(=NC(=NC1)N1CCC(CC1)C(=O)NC1(CCN2CCC1CC2)C)C2=CC=C(C=C2)COC